ClC1=C(C=CC=C1)CS(=O)(=O)NC1=CC=C(C=C1)NC(=O)NCC1=CC=NC=C1 1-(2-chlorophenyl)-N-(4-(3-(pyridin-4-ylmethyl)ureido)phenyl)methanesulfonamide